O=C1NC2(CN(C2)C(=O)OC2CC(C2)COCC2=C(C=C(C=C2)F)Cl)CO1 3-(((2-chloro-4-fluorobenzyl)oxy)methyl)cyclobutyl 6-oxo-7-oxa-2,5-diazaspiro[3.4]octane-2-carboxylate